2,6-dimethylpyridineacetonitrile CC1(NC(=CC=C1)C)CC#N